ClC=1C(=NC(=NC1)NC1=C(C=C(C(=C1)Cl)N1CCC(CC1)N1CCN(CC1)C)OC)NC1=CC=C2CCNC2=C1 5-chloro-N2-(5-chloro-2-methoxy-4-(4-(4-methylpiperazin-1-yl)piperidin-1-yl)phenyl)-N4-(indolin-6-yl)pyrimidine-2,4-diamine